(S)-4-(5-methoxy-1-(4-(trifluoromethyl)phenyl)-1H-indazol-3-yl)-1-(1-(pyridin-2-yl)ethyl)pyridin-2(1H)-one COC=1C=C2C(=NN(C2=CC1)C1=CC=C(C=C1)C(F)(F)F)C1=CC(N(C=C1)[C@@H](C)C1=NC=CC=C1)=O